3-(N,N-DIMETHYLSULFAMOYLAMINO)PHENYLBORONIC ACID B(C1=CC(=CC=C1)NS(=O)(=O)N(C)C)(O)O